2-(4-tert-butyl-5-chloro-2-methyl-phenyl)-6-oxido-4-oxo-1H-1,6-naphthyridin-6-ium-5-carboxamide C(C)(C)(C)C1=CC(=C(C=C1Cl)C=1NC=2C=C[N+](=C(C2C(C1)=O)C(=O)N)[O-])C